8-acetyl-3-methyl-6-methyl-2-(2-methyl-5-pyrimidinyl)-4(3H)-quinazolinone C(C)(=O)C=1C=C(C=C2C(N(C(=NC12)C=1C=NC(=NC1)C)C)=O)C